8-bromo-3,6-dimethylquinoxalin-2-ol BrC=1C=C(C=C2N=C(C(=NC12)O)C)C